(5R)-4-(5-bromo-3-fluoro-2-nitrophenyl)-5-methylmorpholine-3-one BrC=1C=C(C(=C(C1)N1C(COC[C@H]1C)=O)[N+](=O)[O-])F